L-leucine sodium salt [Na+].N[C@@H](CC(C)C)C(=O)[O-]